8-hydroxy-7-methyl-3,4-dihydrobenzo[b]oxepin-5(2H)-one OC=1C(=CC2=C(OCCCC2=O)C1)C